6-((4'-chloro-[1,1'-biphenyl]-2-yl)methyl)-3,6-diazabicyclo[3.1.1]heptane ClC1=CC=C(C=C1)C1=C(C=CC=C1)CN1C2CNCC1C2